2,2'-bipyridine-5,5'-dicarboxaldehyde cobalt [Co].N1=C(C=CC(=C1)C=O)C1=NC=C(C=C1)C=O